O[C@H](C(=O)[O-])C.ClC=1C=C(C=CC1)CS(=O)(=O)NC1=C(C=CC(=C1)C(=O)N1CCC(CC1)C1=CC=C(C=C1)OC=1N=NC(=CC1)C(F)(F)F)N1CC[NH+](CC1)CC 4-(2-(((3-chlorophenyl)methyl)sulfonamido)-4-(4-(4-((6-(trifluoromethyl)pyridazin-3-yl)oxy)-phenyl)piperidine-1-carbonyl)phenyl)-1-ethylpiperazin-1-ium (S)-2-hydroxypropanoate